NC=1C=C(C=NC1C)NC(C[C@H]1N(CCC1)C(=O)OC(C)(C)C)=O tert-butyl (S)-2-(2-((5-amino-6-methylpyridin-3-yl)amino)-2-oxoethyl)pyrrolidine-1-carboxylate